BrC1=CC(=CC=2SC(=CC21)C=2SC(=C(N2)C)C(=O)OCC)OC(C)C Ethyl 2-(4-bromo-6-isopropoxybenzo[b]thiophen-2-yl)-4-methylthiazole-5-carboxylate